2-fluoro-4-{[2-fluoro-4-(5-pentylthieno[3,2-b]thiophen-2-yl)phenyl]ethynyl}-6-methylaniline FC1=C(N)C(=CC(=C1)C#CC1=C(C=C(C=C1)C1=CC2=C(S1)C=C(S2)CCCCC)F)C